2,3,4,5,6-Pentafluorobenzoic acid FC1=C(C(=O)O)C(=C(C(=C1F)F)F)F